BrC1=C(C=CC=C1)C(O)C1CC1 (o-bromophenyl)cyclopropylmethanol